[Zr].[Be].[Cr].[Cu] copper-chromium-beryllium-zirconium